1,3,2,4-diazadibismetane N1[BiH]N[BiH]1